5-bromo-4-methylisochromane BrC1=C2C(COCC2=CC=C1)C